C(#N)C1=CC=C(C=C1)N1C2=CC=C(C=C2C=2C=C(C=CC12)C(C1=CC=C(C=C1)O)=O)C(C1=CC=C(C=C1)O)=O N-(4-cyanophenyl)-3,6-bis(4-hydroxybenzoyl)carbazole